1-(2-fluoro-3-((2-propylpentyl)oxy)phenyl)ethan-1-one FC1=C(C=CC=C1OCC(CCC)CCC)C(C)=O